((6-bromo-1-methyl-1H-benzo[d]imidazol-2-yl) methoxy) ethyl-sulfonate C(C)S(=O)(=O)OOCC1=NC2=C(N1C)C=C(C=C2)Br